BrC=1C=C(C=CC1F)NC(=O)C=1N=NSC1Cl N-(3-bromo-4-fluorophenyl)-5-chloro-1,2,3-thiadiazole-4-carboxamide